2-((methylamino)methyl)-1-(thiophen-2-yl)cyclohexan-1-ol methyl-1-(7-chloro-2-((1-((dimethylamino)methyl)cyclopropyl)methoxy)-8-fluoropyrido[4,3-d]pyrimidin-4-yl)azepane-4-carboxylate CC1N(CCCC(C1)C(=O)OC1(C(CCCC1)CNC)C=1SC=CC1)C=1C2=C(N=C(N1)OCC1(CC1)CN(C)C)C(=C(N=C2)Cl)F